but-1,3-dien-1-ylthiophene-2-carboxylate C(=CC=C)OC(=O)C=1SC=CC1